ClC1(C(=NN(C1=O)C1=C(C=C(C=C1)Cl)Cl)C)Cl 4,4-dichloro-1-(2,4-dichlorophenyl)-3-methyl-5-pyrazolone